6-Chloro-2,5-bis(pyridin-4-yl)-1H-indole ClC1=C(C=C2C=C(NC2=C1)C1=CC=NC=C1)C1=CC=NC=C1